2-[4-(difluoromethoxy)-3-[2-[[(R)-phenyl-[(3R)-1,2,3,4-tetrahydropyrido[2,3-b]pyrazin-3-yl]methyl]amino]ethyl]phenyl]acetic acid FC(OC1=C(C=C(C=C1)CC(=O)O)CCN[C@@H]([C@H]1CNC2=C(N1)N=CC=C2)C2=CC=CC=C2)F